C(=O)(O)CC1C(C1)C1=CC2=C(S1)C=C(C(=C2F)OCCCOC2=C(C1=C(SC(=C1)C(CC(C(=O)O)(C)C)=O)C=C2OC)F)OC 4-(5-(3-((2-(2-(carboxymethyl)cyclopropyl)-4-fluoro-6-methoxybenzo[b]thiophen-5-yl)oxy)propoxy)-4-fluoro-6-methoxybenzo[b]thiophen-2-yl)-2,2-dimethyl-4-oxobutanoic acid